[O-]S[O] The molecule is a sulfur oxoanion, an inorganic radical anion and a sulfur oxide. It is a conjugate base of a hydroxidooxidosulfur(.).